OCC1=CC=C2C=CC(=CC2=C1)B(O)O 7-(HYDROXYMETHYL)NAPHTHALENE-2-BORONIC ACID